ClC=1C(=C(C(=O)NC2=CC(=NC=C2)OC)C(=CC1)NC1=C(C=C(C=C1)F)C)F 3-chloro-2-fluoro-6-((4-fluoro-2-methylphenyl)amino)-N-(2-methoxypyridin-4-yl)benzamide